NC=1N=C(C2=C(N1)C=CN2CC2=C(C=C(C=C2)CO)OC)Cl [4-[(2-amino-4-chloro-pyrrolo[3,2-d]pyrimidin-5-yl)methyl]-3-methoxyphenyl]methanol